C(#C)C1=CC=C(C=C1)C1=CC=C(C=C1)CCCC 4-ethynyl-4'-butyl-1,1'-biphenyl